Cl.Cl.C1(CCC1)N1CC(C(C1)C1=CC=CC=C1)C(=O)N cyclobutyl-l-4-phenylpyrrolidine-3-carboxamide dihydrochloride